N-ethoxalyl-glycine ethyl ester C(C)OC(CNC(=O)C(=O)OCC)=O